Ethyl-2-oxo-N-(pyrrolidin-3-yl)-1,2-dihydrobenzo[cd]indole-6-sulfonamide C(C)N1C(C2=C3C(C(=CC=C13)S(=O)(=O)NC1CNCC1)=CC=C2)=O